ClC1=CC(=C(C=N1)NC(=O)C1(CN(C1)C(=O)NC(C)C)C1=C(C=CC=C1)C(C)C)OC N3-(6-chloro-4-methoxypyridin-3-yl)-N1-isopropyl-3-(2-isopropylphenyl)azetidine-1,3-dicarboxamide